ClC=1C=C(C=C(C1OC=1N=NC(=C(C1)C(C)C)Cl)Cl)N(C(OC(C)(C)C)=O)CC1=NOC(N1)=O Tert-butyl (3,5-dichloro-4-((6-chloro-5-isopropylpyridazin-3-yl)oxy)phenyl)((5-oxo-4,5-dihydro-1,2,4-oxadiazol-3-yl)methyl)carbamate